ClC1=CC=C(OC2=C(C=C3C=NN(C3=C2)C)C(=O)OC)C=C1 methyl 6-(4-chlorophenoxy)-1-methyl-indazole-5-carboxylate